O1CCN(CC1)CCC(=O)NC1=CC2=C([Se]C(=C2)C(=O)O)C=C1 5-(3-morpholinopropionamido)benzo[b]selenophene-2-carboxylic acid